O=C1NC(CCC1N1N=C(N(C1=O)C)C1=CC=C(C=C1)N1CCC(CC1)C=O)=O 1-(4-(1-(2,6-dioxopiperidin-3-yl)-4-methyl-5-oxo-4,5-dihydro-1H-1,2,4-triazol-3-yl)phenyl)piperidine-4-carbaldehyde